OC(=O)C(F)(F)F.ClC1=CC(=C(COC=2C=C(C=CC2F)N2C(CNCC2)=O)C=C1)F (3-((4-chloro-2-fluorobenzyl)oxy)-4-fluorophenyl)piperazin-2-one TFA salt